((3,5-dihydroxyphenyl)amino)-L-glutamine OC=1C=C(C=C(C1)O)NN[C@@H](CCC(N)=O)C(=O)O